1-(biphenyl-4-yl)ethane C1(=CC=C(C=C1)CC)C1=CC=CC=C1